2-(5-methyl-2-(2'-(1-methylpiperidin-4-yl)-3'-oxo-2',3'-dihydro-1'H-spiro[cyclopropane-1,4'-isoquinolin]-7'-yl)piperidin-1-yl)-2-oxoacetic acid CC1CCC(N(C1)C(C(=O)O)=O)C1=CC=C2C3(C(N(CC2=C1)C1CCN(CC1)C)=O)CC3